(6-((2-((2-methoxy-5-(1-methyl-1H-pyrazol-4-yl)-4-(4-methylpiperazin-1-yl)phenyl)amino)-7H-pyrrolo[2,3-d]pyrimidin-4-yl)amino)quinolin-5-yl)dimethylphosphine oxide COC1=C(C=C(C(=C1)N1CCN(CC1)C)C=1C=NN(C1)C)NC=1N=C(C2=C(N1)NC=C2)NC=2C(=C1C=CC=NC1=CC2)P(C)(C)=O